C(C)(C)(C)N(C(O)=O)[C@@H](C(=O)N1CC2=CC=CC=C2CC1)C.FC=1C=C(C=CC1)C12C(OCCN1)CCCC2 4a-(3-fluorophenyl)Octahydro-2H-benzo[b][1,4]oxazine (R)-tert-Butyl-(1-(3,4-dihydroisoquinolin-2(1H)-yl)-1-oxopropan-2-yl)carbamate